1-(3-fluoro-4-(4-oxopiperidin-1-yl)phenyl)dihydropyrimidine-2,4(1h,3h)-dione FC=1C=C(C=CC1N1CCC(CC1)=O)N1C(NC(CC1)=O)=O